C[Si](CCCCCCCC[SiH2]C(N1CCN(CC1)C)N1CCN(CC1)C)(OCC)OCC 1-methyldiethoxysilyl-8-bis(4-methylpiperazin-1-yl)methylsilyl-octane